[(3S)-3-(4H-1,2,4-Triazol-3-yl)pyrrolidin-1-yl]-[4-[[5-(trifluoromethyl)-2-pyridyl]methyl]piperazin-1-yl]methanone N=1N=C(NC1)[C@@H]1CN(CC1)C(=O)N1CCN(CC1)CC1=NC=C(C=C1)C(F)(F)F